C(CC)(=O)OC1=CC(=C(C(=C1)C(C)(C)C)O)C(C)(C)C (3,5-ditert-butyl-4-hydroxyphenyl) propionate